C(C)OC(=O)C1=NOC(=C1)C1=CC(=CC=C1)Br 5-(3-bromophenyl)isoxazole-3-carboxylic acid ethyl ester